OC=1C(C=NNC1)=O 5-hydroxypyridazin-4(1H)-one